(4-nitro-3-(piperidin-1-yl)phenethyl)morpholine [N+](=O)([O-])C1=C(C=C(CCN2CCOCC2)C=C1)N1CCCCC1